2-(1-tert-Butyl-1H-pyrazol-4-yl)-5-[({1-[2-fluoro-4-(trifluoromethoxy)phenyl]cyclopropyl}carbonyl)amino]benzoic acid C(C)(C)(C)N1N=CC(=C1)C1=C(C(=O)O)C=C(C=C1)NC(=O)C1(CC1)C1=C(C=C(C=C1)OC(F)(F)F)F